3-(N-(3'-cyano-4-(methylsulfonyl)-[1,1'-biphenyl]-2-yl)sulfamoyl)-4-ethylbenzoic acid C(#N)C=1C=C(C=CC1)C1=C(C=C(C=C1)S(=O)(=O)C)NS(=O)(=O)C=1C=C(C(=O)O)C=CC1CC